[5-[[(2s,4s)-4-(5-cyanopyrazin-2-yl)oxy-2-methyl-1-piperidinyl]methyl]-4-fluoro-thiazol-2-yl]acetamide C(#N)C=1N=CC(=NC1)O[C@@H]1C[C@@H](N(CC1)CC1=C(N=C(S1)CC(=O)N)F)C